NC1=NC=C(C#N)C(=C1)N1CC2(COC2)C1 6-amino-4-(2-oxa-6-azaspiro[3.3]heptan-6-yl)nicotinonitrile